COC=1C=C(C=C(C1O)OC)O 3,5-dimethoxy-4-hydroxyphenol